tert-butyl (S)-4-(7-(3-chlorophenyl)-5-(trifluoromethyl)-7H-pyrrolo[2,3-d]pyrimidin-4-yl)-3-methylpiperazine-1-carboxylate ClC=1C=C(C=CC1)N1C=C(C2=C1N=CN=C2N2[C@H](CN(CC2)C(=O)OC(C)(C)C)C)C(F)(F)F